CN(CCN1C(=CN2C1=NC(=C(C2=O)C2=CC=C(C=C2)OCC(F)(F)F)C(F)(F)F)C)C 1-[2-(dimethylamino)ethyl]-2-methyl-6-[4-(2,2,2-trifluoroethoxy)phenyl]-7-(trifluoromethyl)-1H,5H-imidazo[1,2-a]pyrimidin-5-one